C(CCC)C1(N(C(N2C1=CC=1C=CC=CC21)=O)OC)C#CCCCO 1-butyl-1-(5-hydroxypent-1-yn-1-yl)-2-methoxy-1,2-dihydro-3H-imidazo[1,5-a]indol-3-one